O=C1N(CCC(N1)=O)C=1C=C2C(=NC1)N(C=C2C)[C@H]2C(CN(CC2)CC2CCN(CC2)C(=O)OC(C)(C)C)(F)F tert-Butyl (R)-4-((4-(5-(2,4-dioxotetrahydropyrimidin-1(2H)-yl)-3-methyl-1H-pyrrolo[2,3-b]pyridin-1-yl)-3,3-difluoropiperidin-1-yl)methyl)piperidine-1-carboxylate